2-amino-2-(5-methyltetrahydrofuran-3-yl)acetic acid NC(C(=O)O)C1COC(C1)C